N1CCC2(CC1)[C@@H](CC=1C2=NC=CC1)NS(=O)C(C)(C)C N-[(6R)-5,6-dihydrospiro[cyclopenta[b]pyridine-7,4'-piperidin]-6-yl]-2-methylpropane-2-sulfinamide